7-(1-((5-(3-Aminopropyl)oxazol-2-yl)amino)ethyl)-3-(3-fluoro-4-((methylsulfonyl)methyl)phenyl)-1H-indole-2-carboxylic acid NCCCC1=CN=C(O1)NC(C)C=1C=CC=C2C(=C(NC12)C(=O)O)C1=CC(=C(C=C1)CS(=O)(=O)C)F